BrC=1C=C(C=CC1)C(CN1C(SCC1=O)=O)=O 3-(2-(3-bromophenyl)-2-oxoethyl)thiazolidine-2,4-dione